3-[4-(4-oxocyclohexyl)indolin-1-yl]piperidine-2,6-dione O=C1CCC(CC1)C1=C2CCN(C2=CC=C1)C1C(NC(CC1)=O)=O